ClC1=C(C=CC(=C1)Cl)C=1N=C(NC1C)CC1=CSC=C1 4-(2,4-Dichlorophenyl)-5-methyl-2-(3-thienylmethyl)imidazole